((4-Bromo-6-fluoro-1-(triisopropylsilyl)-1H-indol-5-yl)(hydroxy)methyl)picolinonitrile BrC1=C2C=CN(C2=CC(=C1C(O)C=1C(=NC=CC1)C#N)F)[Si](C(C)C)(C(C)C)C(C)C